OCCOC(C(C)(C)CCBr)=O 2-bromoethyl-isobutyric acid 2-hydroxyethyl ester